FC1(C(C1)/C(=C/C(=O)OCC)/OS(=O)(=O)C(F)(F)F)F ethyl (2Z)-3-(2,2-difluorocyclopropyl)-3-{[(trifluoromethyl)sulfonyl]oxy}-acrylate